CN1C(=NN=C1)[C@H]1[C@H](C1)NC1=CC=CC=C1 (1S,2R)-2-(4-methyl-4H-1,2,4-triazol-3-yl)cyclopropyl-aniline